O[C@@H](C)C=1N(C=CN1)CC1=NOC(=C1)C1=CC=C(C=C1)C#CC=1C=C(OCC#N)C=CC1 (S)-2-(3-((4-(3-((2-(1-hydroxyethyl)-1H-imidazol-1-yl)methyl)isoxazol-5-yl)phenyl)ethynyl)phenoxy)acetonitrile